C(C1=CC=CC=C1)N1CCC2(CC1)NC=1N(C(N=C(C1)Cl)=O)C2 benzyl-7-chloro-1H-spiro[imidazo[1,2-c]pyrimidine-2,4'-piperidin]-5(3H)-one